7-amino-3-ethyl-5-(methylthio)pyrazolo[1,5-a]pyrimidine-6-carbonitrile NC1=C(C(=NC=2N1N=CC2CC)SC)C#N